FC1=C(C=CC=C1C(=O)OC)C1N(CCC1)C(=O)OC(C)(C)C tert-Butyl 2-(2-fluoro-3-(methoxycarbonyl)phenyl)pyrrolidine-1-carboxylate